N1=CN=CC(=C1)NC(=O)[C@@H]1CC12CCN(CC2)C(=O)OC(C(F)(F)F)C(F)(F)F |o1:9| 1,1,1,3,3,3-hexafluoropropan-2-yl (R or S)-1-(pyrimidin-5-ylcarbamoyl)-6-azaspiro[2.5]octane-6-carboxylate